N-(benzo[d][1,3]dioxol-5-yl)-5-(indolin-1-ylsulfonyl)-2-methoxybenzamide O1COC2=C1C=CC(=C2)NC(C2=C(C=CC(=C2)S(=O)(=O)N2CCC1=CC=CC=C21)OC)=O